C(C)(C)(C)OC(=O)N1CCN(CC1)C=1C=2C(N=CN1)=NN(C2)C=2C=NC(=C(C2)[N+](=O)[O-])OC 4-(2-(6-methoxy-5-nitropyridine-3-yl)-2H-pyrazolo[3,4-d]pyrimidin-4-yl)piperazine-1-carboxylic acid tert-butyl ester